(R)-1-(4-(2-(3-bromo-4-((S)-3-chloro-2-hydroxypropoxy)phenyl)propan-2-yl)phenoxy)-3-(piperazin-1-yl)propan-2-ol BrC=1C=C(C=CC1OC[C@@H](CCl)O)C(C)(C)C1=CC=C(OC[C@@H](CN2CCNCC2)O)C=C1